NC=1C2=C(N=CN1)C(=CN2C2=CC=C(CNC(C1=C(C=CC(=C1)F)OC)=O)C=C2)C2CCC(CC2)=O N-(4-(4-amino-7-(4-oxocyclohexyl)-5H-pyrrolo[3,2-d]pyrimidin-5-yl)benzyl)-5-fluoro-2-methoxybenzamide